(6S)-6-(dimethylamino)-N-trityl-6,7-dihydro-5H-pyrazolo[5,1-b][1,3]oxazine-3-sulfonimidamide CN([C@H]1CN2C(OC1)=C(C=N2)S(=O)(NC(C2=CC=CC=C2)(C2=CC=CC=C2)C2=CC=CC=C2)=N)C